4-amino-spiro[4.4]nonan-1-ol NC1CCC(C12CCCC2)O